bis-(n-butylcyclopentadienyl)zirconium dichloride [Cl-].[Cl-].C(CCC)C1(C=CC=C1)[Zr+2]C1(C=CC=C1)CCCC